Ethyl-dicyclohexylphosphine C(C)P(C1CCCCC1)C1CCCCC1